BrC(C(=O)C1=CC=CC=C1)C1=CC=C(C=C1)F 2-bromo-2-(p-fluorophenyl)acetophenone